C=COCC 3-oxa-1-pentene